(2-chloro-7-(8-ethyl-7-fluoro-3-(methoxymethoxy)naphthalen-1-yl)-8-fluoropyrido[4,3-d]pyrimidin-4-yl)-3-azabicyclo[3.2.1]octan-6-ol ClC=1N=C(C2=C(N1)C(=C(N=C2)C2=CC(=CC1=CC=C(C(=C21)CC)F)OCOC)F)C21CNCC(C(C2)O)C1